2-(5-(7,8-dimethyl-[1,2,4]triazolo[1,5-a]pyridin-6-yl)-4-isopropyl-1H-pyrazol-3-yl)-4-methyl-5-(1-(oxetan-3-yl)piperidin-4-yl)thiazole CC1=C(C=2N(C=C1C1=C(C(=NN1)C=1SC(=C(N1)C)C1CCN(CC1)C1COC1)C(C)C)N=CN2)C